ethyl phosphonate P(OCC)([O-])=O